Cl.Cl.N1=CC=C(C=C1)C1=NN=C(S1)CN (5-(pyridin-4-yl)-1,3,4-thiadiazol-2-yl)methanamine dihydrochloride